FC1=C(C=CC=C1)C1NCCCC1 2-(2-fluorophenyl)piperidine